6-(2-chlorophenyl)-2-({3-methoxy-4-[2-(4-meth-ylpiperazin-1-yl)ethoxy]phenyl}amino)imidazo[1,2-a]pyrimido[5,4-e]pyrimidin-5(6H)-one ClC1=C(C=CC=C1)N1C=2N(C3=C(C1=O)C=NC(=N3)NC3=CC(=C(C=C3)OCCN3CCN(CC3)C)OC)C=CN2